ClC=1C(=C(C(=CC1Cl)Cl)OC(C(=O)OC1=C(C(=C(C=C1Cl)Cl)Cl)C(=O)OCCCCC(C)C)=O)C(=O)OCCCCC(C)C bis{3,4,6-trichloro-2-[(5-methylhexyl oxy)carbonyl] phenyl}oxalate